ClC=1C=CC(=C(C1)O)C=1OC(=C(N1)CCC(C1=CC(=C(C=C1)OC(CO)(C)C)C)O)C(C)C 5-chloro-2-(4-(3-hydroxy-3-(4-((1-hydroxy-2-methylpropan-2-yl)oxy)-3-methylphenyl)propyl)-5-isopropyloxazol-2-yl)phenol